ClC1=NC=CC(=C1)C#CC=1C=NC=CC1SC1(CCC1)CCC(=O)O 1-((3-(2-chloropyridin-4-ylethynyl)pyridin-4-yl)mercapto)-1-cyclobutanepropanoic acid